C(N)(=O)C1=[N+](C=CC(=C1)[C@H]1CN(CCO1)[C@H](C(=O)NC1=NC=C(C=C1)OC1=C(C=C(C=C1)F)F)C)[O-] 2-carbamoyl-4-((S)-4-((S)-1-((5-(2,4-difluorophenoxy)pyridin-2-yl)amino)-1-oxopropan-2-yl)morpholin-2-yl)pyridine 1-oxide